N1=NC(=CC=C1)C1C[C@H](NCC1)C1=CC=C(C(=O)[O-])C=C1 (S)-4-(4-(pyridazin-3-yl)piperidin-2-yl)benzoate